CN1N=C(C=C1S(=O)(=O)N1CCC2(CC(CO2)=O)CC1)C(F)(F)F 8-((1-methyl-3-(trifluoromethyl)-1H-pyrazol-5-yl)sulfonyl)-1-oxa-8-azaspiro[4.5]decan-3-one